FC(C=1C(=NC(=CN1)OC)C(=O)O)F 3-(Difluoromethyl)-6-methoxypyrazine-2-carboxylic acid